3-(6-Chloro-9H-purin-9-yl)-2-methyleneoctan-1-ol ClC1=C2N=CN(C2=NC=N1)C(C(CO)=C)CCCCC